C1(CCCC1)NC1=C(C(=C2N(C(CN(S2(=O)=O)CCCO)C(=O)O)C1=O)C1=CC(=CC=C1)C(F)(F)F)CC1=CC=CC2=CC=CC=C12 7-(cyclopentylamino)-2-(3-hydroxypropyl)-8-(naphthalen-1-ylmethyl)-6-oxo-9-(3-(trifluoromethyl)phenyl)-3,4-dihydro-2H,6H-pyrido[1,2-e][1,2,5]thiadiazine-4-carboxylic acid 1,1-dioxide